O=C1NC(CCC1N1C(C2=CC=C(C=C2C1)O[C@H]1[C@H](CCCC1)NCC1CC(C1)(C#N)C)=O)=O 3-((((1S,2R)-2-((2-(2,6-dioxopiperidin-3-yl)-1-oxoisoindolin-5-yl)oxy)cyclohexyl)amino)methyl)-1-methylcyclobutane-1-carbonitrile